C(=O)C(C)C1CC=C(C1C=O)C 5-(1-Formylethyl)-2-methyl-2-cyclopentene-1-carbaldehyde